COC1=CC=C(C=C1)C(OCC1(CN(CC1(C)CO)C(CCCCCCCCC(=O)OC)=O)C)(C1=CC=CC=C1)C1=CC=C(C=C1)OC methyl 10-(3-((bis(4-methoxyphenyl) (phenyl) methoxy) methyl)-4-(hydroxymethyl)-3,4-dimethylpyrrolidin-1-yl)-10-oxodecanoate